C(CCCC)OC1=C(C(=O)NC=2C=C3C(=CNC3=CC2)C2CCN(CC2)CCCC)C=CC=C1 5-(2-pentyloxybenzoyl)amino-3-(1-butylpiperidin-4-yl)-1H-indole